OC1=C(C(=O)O)C=C(C=C1C)O 2,5-dihydroxy-3-methylbenzoic acid